1,2,3-triazol-4-amine N1N=NC(=C1)N